NC1=NC=CC(=N1)C=1C2=C(C(=NC1)NCC=1C(=C(C(=O)NC)C=CC1)F)CCO2 3-(((7-(2-aminopyrimidin-4-yl)-2,3-dihydrofuro[3,2-c]pyridin-4-yl)amino)methyl)-2-fluoro-N-methylbenzamide